ClC1=C(C(=O)[O-])C=CC=C1N1CC(CC1)(C)O 2-chloro-3-(3-hydroxy-3-methyl-pyrrolidin-1-yl)benzoate